2-(4-((4-(Ethyl-sulfonimidoyl)benzyl)oxy)-3-(methyl-sulfonyl)benzyl)isoindoline C(C)S(=O)(=N)C1=CC=C(COC2=C(C=C(CN3CC4=CC=CC=C4C3)C=C2)S(=O)(=O)C)C=C1